C1(CCC1)COC=1C=C(C=CC1)CNC(=O)C=1C=C(C=NC1OC)C1=CC=C2C(=NNC2=C1)C(=O)NC 6-[5-({[3-(cyclobutylmethoxy)phenyl]methyl}carbamoyl)-6-methoxypyridin-3-yl]-N-methyl-1H-indazole-3-carboxamide